4-(2-methoxyethoxy)-N-(4-((4-methylpiperazin-1-yl)methyl)phenyl)-5-(4-((4-methylpiperazin-1-yl)sulfonyl)phenyl)-7H-pyrrolo[2,3-d]pyrimidin-2-amine COCCOC=1C2=C(N=C(N1)NC1=CC=C(C=C1)CN1CCN(CC1)C)NC=C2C2=CC=C(C=C2)S(=O)(=O)N2CCN(CC2)C